1-[2-(1-oxo-isoindolin-2-yl)acetyl]Piperidine-4-carboxylic acid O=C1N(CC2=CC=CC=C12)CC(=O)N1CCC(CC1)C(=O)O